N-(5-Fluoropyridin-2-yl)-1-[1-(1,3-oxazol-4-carbonyl)-1,2,3,4-tetrahydrochinolin-6-yl]cyclobutan-1-carboxamid FC=1C=CC(=NC1)NC(=O)C1(CCC1)C=1C=C2CCCN(C2=CC1)C(=O)C=1N=COC1